(2R)-2-(5-Fluoro-2-methoxypyridin-4-yl)-1-[(3S)-3-({6-methyl-5-[1-methyl-5-(trifluoromethyl)-1H-1,2,4-triazol-3-yl]pyridin-2-yl}amino)pyrrolidin-1-yl]propan-1-on FC=1C(=CC(=NC1)OC)[C@H](C(=O)N1C[C@H](CC1)NC1=NC(=C(C=C1)C1=NN(C(=N1)C(F)(F)F)C)C)C